tert-butyl {[1-(butoxymethyl) cyclopentyl]methyl}methylcarbamate C(CCC)OCC1(CCCC1)CN(C(OC(C)(C)C)=O)C